2-thioxo-5,6-dihydro-1H-benzo[H]quinazolin-4-one S=C1NC=2C3=C(CCC2C(N1)=O)C=CC=C3